C(C)C1(COC1)COC(C1=CC=C(C(=O)OCC2(COC2)CC)C=C1)=O bis[(3-ethyl-3-oxetanyl)methyl]terephthalate